Kalium gold(I) cyanid [Au]C#N.[K]